C(C1=CC=CC=C1)OC(=O)N1[C@@H](C[C@H](CC1)OCC1CC1)C1=CC=C(C=C1)C(=O)OCC1CC1 (2S,4S)-4-(cyclopropylmethoxy)-2-(4-((cyclopropylmethoxy)carbonyl)phenyl)piperidine-1-carboxylic acid benzyl ester